2,4-Diphenyl-6-[8-(4,4,5,5-tetramethyl-1,3,2-dioxaborolan-2-yl)-dibenzofuran-1-yl]-1,3,5-triazine C1(=CC=CC=C1)C1=NC(=NC(=N1)C1=CC=CC=C1)C1=CC=CC=2OC3=C(C21)C=C(C=C3)B3OC(C(O3)(C)C)(C)C